4-chloro-7-(8-chloro-7-fluoronaphthalen-1-yl)-8-fluoro-2-(((2R,7aS)-2-fluorohexahydro-1H-pyrrolizin-7a-yl)methoxy)pyrido[4,3-d]pyrimidine ClC=1C2=C(N=C(N1)OC[C@]13CCCN3C[C@@H](C1)F)C(=C(N=C2)C2=CC=CC1=CC=C(C(=C21)Cl)F)F